C(C)C1=C(C=C(C(=C1)O)F)N=C(N)C1=C(C=2N(N=C1)C=C(C2)C=2C=NC(=CC2)OC)NC2C1CC3CC(CC2C3)(C1)O N'-(2-ethyl-5-fluoro-4-hydroxy-phenyl)-4-[(5-hydroxy-2-adamantyl)amino]-6-(6-methoxy-3-pyridyl)pyrrolo[1,2-b]pyridazine-3-carboxamidine